CS(=O)(=O)OC(C)C=1SC(=NN1)C=1C=NC=C(C1)OC 1-(5-(5-methoxypyridin-3-yl)-1,3,4-thiadiazol-2-yl)ethyl methanesulfonate